Cl.FC=1C(=CC=2C3=C(C=NC2C1)N(C(C31CCC1)=O)C)C=1C=C(C(=NC1)OCCNCCF)NS(=O)(=O)C N-(5-(7'-Fluoro-3'-methyl-2'-oxo-2',3'-dihydrospiro[cyclobutane-1,1'-pyrrolo[2,3-c]quinolin]-8'-yl)-2-(2-((2-fluoroethyl)amino)ethoxy)pyridin-3-yl)methanesulfonamide hydrochloride